N-methyl-hydrazinecarbothioamide CNC(=S)NN